ClC1=CC=C(C=C1)C1=CC=C2C(=NNC2=C1)NC1=CC=C(C=C1)N1CCN(CC1)CC 6-(4-chlorophenyl)-N-(4-(4-ethylpiperazin-1-yl)phenyl)-1H-indazol-3-amine